CN[C@@H]1CN(CC1)C(=O)OC(C)(C)C tertbutyl (S)-3-(methylamino)pyrrolidine-1-carboxylate